C(C)C1=C(C=CC(=N1)N)C=1C(=CC=C2C=CC=NC12)OC 6-ethyl-5-(7-methoxyquinolin-8-yl)pyridin-2-amine